OCCN(C1=CC=C(C=C1)N)CCO N,N-bis(hydroxyethyl)p-phenylenediamine